NC=1C(NC(N(N1)C1=CC(=C(C(=C1)Cl)OC=1C(=C2C3(C(NC2=CC1)=O)CCC3)C)Cl)=O)=O 6-amino-2-(3,5-dichloro-4-((4'-methyl-2'-oxospiro[cyclobutane-1,3'-indoline]-5'-yl)oxy)phenyl)-1,2,4-triazine-3,5(2h,4h)-dione